ClC1=CC=C(CNC(C)C)C=C1 N-(4-chlorobenzyl)propan-2-amine